2-(2,6-dioxopiperidin-3-yl)-1-oxo-N-((R)-2,2,2-trifluoro-1-(4-(trifluoromethyl)phenyl)ethyl)isoindoline-5-carboxamide O=C1NC(CCC1N1C(C2=CC=C(C=C2C1)C(=O)N[C@@H](C(F)(F)F)C1=CC=C(C=C1)C(F)(F)F)=O)=O